C1(=CC=CC=C1)C1=NN(C=C1CC1=CC=C(C=C1)S(N)(=O)=O)C1=CC(=CS1)C(=O)O 5-(3-phenyl-4-(4-sulfamoylbenzyl)-1H-pyrazol-1-yl)thiophene-3-carboxylic acid